[(6Z,16Z)-12-[6-(dimethylamino)hexanoyloxy]docosa-6,16-dien-11-yl](9Z,12Z)-octadeca-9,12-dienoate CN(CCCCCC(=O)OC(C(CCC\C=C/CCCCC)OC(CCCCCCC\C=C/C\C=C/CCCCC)=O)CCC\C=C/CCCCC)C